4-(7-fluoro-1H-pyrrolo[3,2-c]pyridin-4-yl)-N-[trans-4-(2-hydroxy-2-methylpropyloxy)cyclohexyl]benzamide FC=1C2=C(C(=NC1)C1=CC=C(C(=O)N[C@@H]3CC[C@H](CC3)OCC(C)(C)O)C=C1)C=CN2